4-(4-isobutyrylpiperazin-1-yl)-1-(5-vinyl-1,3,4-thiadiazol-2-yl)-1H-indazole-6-sulfonamide C(C(C)C)(=O)N1CCN(CC1)C1=C2C=NN(C2=CC(=C1)S(=O)(=O)N)C=1SC(=NN1)C=C